N4-isopropyl-N2-(2-(1-methyl-1H-pyrazol-4-yl)pyrimidin-4-yl)-5-(thiazol-2-yl)pyridine-2,4-diamine C(C)(C)NC1=CC(=NC=C1C=1SC=CN1)NC1=NC(=NC=C1)C=1C=NN(C1)C